(E)-N-(4-(1-(4-(4-(6-((2-(2,6-dioxopiperidin-3-yl)-1,3-diOxoisoindoline-4-yl)thio)hexyl)piperazin-1-yl)benzoyl)piperidin-4-yl)butyl)-3-(pyridin-3-yl)acrylamide O=C1NC(CCC1N1C(C2=CC=CC(=C2C1=O)SCCCCCCN1CCN(CC1)C1=CC=C(C(=O)N2CCC(CC2)CCCCNC(\C=C\C=2C=NC=CC2)=O)C=C1)=O)=O